dibromoacenaphthoquinone imide BrC=1C(=C2C(C(C=3C=CC=C(C1)C32)=N)=O)Br